methylenebis(4-isocyanobenzene) C(C1=CC=C(C=C1)[N+]#[C-])C1=CC=C(C=C1)[N+]#[C-]